C(C)(C)(C)OC(=O)N1CCN(CC1)CC1CCN(CC1)C=1C=NN(C1)COCC[Si](C)(C)C 4-((1-(1-((2-(trimethylsilyl)ethoxy)methyl)-1H-pyrazol-4-yl)piperidin-4-yl)methyl)piperazine-1-carboxylic acid tert-butyl ester